O.CC1=CC=C(C=C1)S(=O)(=O)O.N1C[C@@H](CCC1)C1=CC=C(C=C1)N1N=C2C(=CC=CC2=C1)C(=O)N 2-{4-[(3S)-piperidin-3-yl]phenyl}-2H-indazole-7-carboxamide 4-methylbenzenesulfonate hydrate